C1(CC1)[C@H]1COC[C@@H](O1)CO trans-(6-cyclopropyl-1,4-dioxan-2-yl)methanol